(S)-(4-((4-(2-butylamino)-3-(trifluoromethyl)-1H-pyrrolo[2,3-b]pyridine-6-yl)amino)-3-methoxyphenyl)(4-morpholinopiperidine-1-yl)-methanone C[C@@H](CC)NC1=C2C(=NC(=C1)NC1=C(C=C(C=C1)C(=O)N1CCC(CC1)N1CCOCC1)OC)NC=C2C(F)(F)F